(R)-1-(4-((1-(3-(difluoromethyl)-2-fluorophenyl)ethyl)amino)-2-methyl-7-((1-methylpiperidin-4-yl)oxy)pyrido[2,3-d]pyrimidin-6-yl)cyclopropane-1-carbonitrile FC(C=1C(=C(C=CC1)[C@@H](C)NC=1C2=C(N=C(N1)C)N=C(C(=C2)C2(CC2)C#N)OC2CCN(CC2)C)F)F